CN1[C@H](COCC1=O)COC=1C=C(C(=O)N[C@H](C)C=2C=NC(=NC2)C(F)(F)F)C=C(C1)C=1SC(=CN1)C 3-{[(3R)-4-methyl-5-oxomorpholin-3-yl]methoxy}-5-(5-methyl-1,3-thiazol-2-yl)-N-{(1R)-1-[2-(trifluoromethyl)pyrimidin-5-yl]ethyl}benzamide